2-((5-bromo-2-fluoropyridin-3-yl)oxy)-1-(5-cyclopropylpyridin-2-yl)ethan-1-one BrC=1C=C(C(=NC1)F)OCC(=O)C1=NC=C(C=C1)C1CC1